methyl 5-(4-(4-((1-(6-(1-(4-cyano-3-(trifluoromethyl)phenyl)piperidin-4-carboxamido)pyridin-3-yl)piperidin-4-yl)methyl)piperazin-1-yl)piperidin-1-yl)picolinate C(#N)C1=C(C=C(C=C1)N1CCC(CC1)C(=O)NC1=CC=C(C=N1)N1CCC(CC1)CN1CCN(CC1)C1CCN(CC1)C=1C=CC(=NC1)C(=O)OC)C(F)(F)F